C(C#CCC)N1N=CC(=N1)C=1C=CC(=NC1)OC(F)(F)F 5-[2-(2-pentyn-1-yl)-2H-1,2,3-triazol-4-yl]-2-(trifluoromethoxy)pyridine